NC1=CC(=NN1C=1C=C(C=CC1OCCCC)NC(CCCCCCCCC)=O)C(C)(C)C N-[3-[5-amino-3-(1,1-dimethylethyl)-1H-pyrazol-1-yl]-4-butoxyphenyl]decanamide